C1(CC1)NC(=O)C=1OC(=NN1)C1=C(C=CC=C1)NC1=CC=C(C=C1)C(F)(F)F N-cyclopropyl-5-(2-((4-(trifluoromethyl)phenyl)amino)phenyl)-1,3,4-oxadiazole-2-carboxamide